N1=CN=C2NC=NC2=C1NC1=CC(=C2C(=[N+]1[O-])C1(NC2=O)CCCCC1)C 2'-((9H-purin-6-yl)amino)-4'-methyl-5'-oxo-5',6'-dihydrospiro[cyclohexane-1,7'-pyrrolo[3,4-b]pyridine] 1'-oxide